FC1(CN(CC1)CCOC=1C=C(C=CC1)CCN=C(C1=CC=CC=C1)C1=CC=CC=C1)F N-(2-{3-[2-(3,3-difluoropyrrolidin-1-yl)ethoxy]phenyl}ethyl)-1,1-diphenylmethanimine